C(C)(C)OC(CNC(=O)[C@]1([C@@H](CC[C@H](C1)C)C(C)C)O)=O ((1s,2s,5r)-1-hydroxy-2-isopropyl-5-methylcyclohexane-1-carbonyl)glycine isopropyl ester